C1(CC1)C1OCCN(C1)C=1C=C(C=CC1)N1C=CC2=C(C=CC(=C12)C)F N-(3-(2-cyclopropylmorpholino)phenyl)-4-fluoro-7-methyl-1H-indole